(Z)-4-nitrophenyl ketone [N+](=O)([O-])C1=CC=C(C=C1)C(=O)C1=CC=C(C=C1)[N+](=O)[O-]